CC1(NC=C(C2=CC(=NC=C12)N)C1=NN2C(C=CC(=C2)N2CC3CN(CC(C2)O3)C)=N1)N 1-methyl-4-(6-(7-methyl-9-oxa-3,7-diazabicyclo[3.3.1]non-3-yl)-[1,2,4]triazolo[1,5-a]pyridin-2-yl)-2,7-naphthyridine-1,6-diamine